(E)-4-(dimethylamino)-1-(3-(4-((4-(imidazo[1,2-a]pyridin-7-yloxy)-3-methylphenyl)amino)pyrrolo-[2,1-f][1,2,4]triazin-5-yl)azetidin-1-yl)but-2-en-1-one CN(C/C=C/C(=O)N1CC(C1)C=1C=CN2N=CN=C(C21)NC2=CC(=C(C=C2)OC2=CC=1N(C=C2)C=CN1)C)C